7-methoxy-3,4-dihydro-1H-benzo[b]azepine-2,5-dione COC1=CC2=C(NC(CCC2=O)=O)C=C1